2-[4-(cyclopentylamino)phenyl]-N-[4-methyl-3-(trifluoro-methyl)phenyl]-6-(2,2,2-trifluoroethyl)-1,2,3,4,4a,5,7,7a-octahydropyrrolo[3,4-b]pyridine-3-carboxamide C1(CCCC1)NC1=CC=C(C=C1)C1C(CC2C(N1)CN(C2)CC(F)(F)F)C(=O)NC2=CC(=C(C=C2)C)C(F)(F)F